O=C1NC(CCC1C1=NN(C2=CC(=C(C=C12)F)N1CCC(CC1)CN1CCC2(CCN(CC2)C(=O)OC(C)(C)C)CC1)C)=O tert-butyl 9-((1-(3-(2,6-dioxopiperidin-3-yl)-5-fluoro-1-methyl-1H-indazol-6-yl)piperidin-4-yl)methyl)-3,9-diazaspiro[5.5]undecane-3-carboxylate